C(C1=CC=CC=C1)OC(=O)N1C(C(C(CC1)=O)=CN(C)C)CC 3-(dimethylaminomethylene)-2-ethyl-4-oxo-piperidine-1-carboxylic acid benzyl ester